3-(2-(3-fluoroazetidin-1-yl)ethyl)-6-oxo-4-(trifluoromethyl)pyridazin FC1CN(C1)CCC1=NNC(C=C1C(F)(F)F)=O